ethyl 3-(N-n-butyl-N-acetylamino)propionate C(CCC)N(C(C)=O)CCC(=O)OCC